ClCCCC(C)C1=CC=C(C=C1)Cl 5-chloro-2-(4-chlorophenyl)pentan